(2-methyl-1-(6-(1-methyl-1H-pyrazol-4-yl)pyrazolo[1,5-a]pyrazin-4-yl)piperidin-4-yl)methanamine dihydrochloride Cl.Cl.CC1N(CCC(C1)CN)C=1C=2N(C=C(N1)C=1C=NN(C1)C)N=CC2